COC=1C=C(C=CC1OCCCCOC1OCCCC1)C1OC=2C3=C(C=CC2C(C1)=O)OC(O3)(C3=CC=CC=C3)C3=CC=CC=C3 8-(3-methoxy-4-(4-((tetrahydro-2H-pyran-2-yl)oxy)butoxy)phenyl)-2,2-diphenyl-7,8-dihydro-6H-[1,3]dioxolo[4,5-h]chromen-6-one